(3-(cyclopentylmethoxy)pyridin-2-yl)methylamine C1(CCCC1)COC=1C(=NC=CC1)CN